FC=1C=C(C=CC1NC1=NC=C2C=CC(=NC2=C1)S(=O)(=O)C1CCN(CC1)C)N1N=C(C=C1)C(=O)O 1-(3-fluoro-4-((2-((1-methylpiperidin-4-yl)sulfonyl)-1,6-naphthyridin-7-yl)amino)phenyl)-1H-pyrazole-3-carboxylic acid